FC(CN1N=CC=2C1=NC(=C(N2)C)N2CC1(CNC1)CC2)F 1-(2,2-difluoroethyl)-5-methyl-6-(2,6-diazaspiro[3.4]octan-6-yl)-1H-pyrazolo[3,4-b]pyrazine